((2s,3aR,5r,6aS)-5-hydroxy-5-(3-(2-hydroxy-2-methylpropoxy)-1-methyl-1H-pyrazol-5-yl)octahydropentalen-2-yl)-1-methyl-1H-imidazole-5-carboxamide OC1(C[C@H]2CC(C[C@H]2C1)C=1N(C(=CN1)C(=O)N)C)C1=CC(=NN1C)OCC(C)(C)O